C[C@@H]1CC[C@]23[C@H]([C@]1(C)C/C=C(/C)\\C=C)C[C@H](C=C2[C@H](O[C@H]3OC(=O)C)OC(=O)C)O The molecule is a diterpenoid of the clerodane group isolated from the bark of Casearia grewiifolia and has been shown to exhibit antimalarial and antimycobacterial activity. It has a role as a metabolite, an antimalarial and an antimycobacterial drug. It is an acetate ester, a cyclic ether, a diterpenoid, an organic heterotricyclic compound and a secondary alcohol.